C[C@@H]1C=2N(CCN1C(=O)C1=CC=C(C=C1)C=1SC=CC1)C(=NN2)C=2SC=C(N2)C (R)-(8-methyl-3-(4-methylthiazol-2-yl)-5,6-dihydro-[1,2,4]triazolo[4,3-a]pyrazin-7(8H)-yl)(4-(thiophen-2-yl)phenyl)methanone